C(N)(=O)C1=C(C(=C(C=C1)C=1C(=CC(=C(C1)NC(=O)C1=CNC(C=C1C(F)(F)F)=O)N1C[C@H](N([C@H](C1)C)C)C)F)F)F |r| N-[5-(4-carbamoyl-2,3-difluorophenyl)-4-fluoro-2-[rac-(3R,5S)-3,4,5-trimethylpiperazin-1-yl]phenyl]-6-oxo-4-(trifluoromethyl)-1H-pyridine-3-carboxamide